3-[3-Methyl-2-oxo-4-(4-piperidinyloxy)benzimidazol-1-yl]piperidine-2,6-dione CN1C(N(C2=C1C(=CC=C2)OC2CCNCC2)C2C(NC(CC2)=O)=O)=O